Niobium pentan CCCCC.[Nb]